7,12-dihydro-9-methoxy-indolo[3,2-d][1]benzazepin-6(5H)-one COC=1C=C2C(=CC1)NC1=C2CC(NC2=C1C=CC=C2)=O